FC1=C(C=CC(=C1)F)N=C=S 2,4-difluorophenylisothiocyanate